tert-butyl (8-bromo-2-cyanoimidazo[1,2-c]pyrimidin-5-yl)((5-fluoro-2,3-dihydrobenzofuran-4-yl)methyl)carbamate BrC=1C=2N(C(=NC1)N(C(OC(C)(C)C)=O)CC1=C(C=CC3=C1CCO3)F)C=C(N2)C#N